[Zn].[Ca].[K].BrCC(=C)C 3-bromo-2-methyl-propylene potassium-calcium-zinc